CNC(=O)C1=CSC=2C1=NC(=CC2C(F)(F)F)N2CC1(C2)CN(C1)C(=O)N1CCN(CC1)C n-methyl-5-[6-(4-methylpiperazine-1-carbonyl)-2,6-diazaspiro[3.3]hept-2-yl]-7-(trifluoromethyl)thieno[3,2-b]pyridine-3-carboxamide